CN(C)\C=N\C1=C(C(=O)OC)C=CC(=C1)OC (E)-methyl 2-((dimethylamino)methyleneamino)-4-methoxybenzoate